C(C)(C)(C)OC(=O)N1CC2=C(CC1)N=C(S2)C=2C(=C(C=CC2)C2=C(C(=CC=C2)OCCCN2CC1(CCOC1)CC2)C)C 2-(3'-(3-(2-oxa-7-azaspiro[4.4]non-7-yl)propoxy)-2,2'-dimethyl-[1,1'-biphenyl]-3-yl)-6,7-dihydrothiazolo[5,4-c]pyridine-5(4H)-carboxylic acid tert-butyl ester